3-(2-(2-amino-6,7-dihydrothiazolo[4,5-c]pyridin-5(4H)-yl)-1,1-difluoro-2-oxoethyl)-4-fluoro-N-(4-fluoro-3-methylphenyl)benzamide NC=1SC2=C(CN(CC2)C(C(F)(F)C=2C=C(C(=O)NC3=CC(=C(C=C3)F)C)C=CC2F)=O)N1